ClC1=C(C=CC=C1)C=1C(=NN(C(C1)=O)CC(=O)O)C(C)C 2-(4-(2-chlorophenyl)-3-isopropyl-6-oxopyridazin-1(6H)-yl)acetic acid